FC(C1=CC=C(CN2C(=NC3=C(C2=O)CN(CC3)C(=O)OCC3=CC=CC=C3)NC(C)C)C=C1)(F)F benzyl 3-(4-trifluoromethylbenzyl)-2-isopropylamino-4-oxo-3,5,7,8-tetrahydropyrido[4,3-d]pyrimidine-6(4H)-carboxylate